(9aRS)-7-[2,6-difluoro-4-(2-phenylethynyl)phenyl]-9a-methyl-2-(o-tolylmethyl)-4,9-dihydro-3H-pyrazino[1,2-c]pyrimidine-1,6,8-trione FC1=C(C(=CC(=C1)C#CC1=CC=CC=C1)F)N1C(N2[C@](CC1=O)(C(N(CC2)CC2=C(C=CC=C2)C)=O)C)=O |r|